1-(2,4-dimethoxy-phenyl)methanamine COC1=C(C=CC(=C1)OC)CN